(6-amino-5-(3-hydroxy-2,6-dimethylphenyl)-2,3-dimethyl-5H-pyrrolo[2,3-b]pyrazin-7-yl)(7,8-dihydro-1,6-naphthyridin-6(5H)-yl)methanone NC1=C(C=2C(=NC(=C(N2)C)C)N1C1=C(C(=CC=C1C)O)C)C(=O)N1CC=2C=CC=NC2CC1